C(C)(C)(C)C=1C(C(=CC(C1)=O)C(C)(C)C)=O 2,6-di-tertbutyl-1,4-benzoquinone